6-(4-Fluoro-2-methoxyphenyl)-5,7-dimethyl-2-(pyridin-2-yl)-2,6-dihydro-1H-pyrrolo[3,4-d]pyridazin-1-one FC1=CC(=C(C=C1)N1C(=C2C(N(N=CC2=C1C)C1=NC=CC=C1)=O)C)OC